COC(=O)C1(C(SC2=CC=CC=C2C1=O)C1=CC=CC=C1)CC=C=CC (-)-Methyl-4-oxo-3-(penta-2,3-dien-1-yl)-2-phenylthiochromane-3-carboxylate